FC(OC1=C(C=C(C=C1)C=1OC(=C(N1)C(=O)NC1=CC(=CC=C1)C(CC)(F)F)C)C1=NC=CC=C1)F 2-(4-(difluoromethoxy)-3-(pyridin-2-yl)phenyl)-N-(3-(1,1-difluoropropyl)phenyl)-5-methyloxazole-4-carboxamide